N-(4-(3-(6-chloro-4-methyl-2-oxo-1,2-dihydroquinolin-3-yl)-1-propionyl-4,5-dihydro-1H-pyrazol-5-yl)phenyl)propionamide ClC=1C=C2C(=C(C(NC2=CC1)=O)C1=NN(C(C1)C1=CC=C(C=C1)NC(CC)=O)C(CC)=O)C